FC([C@H](CNC(=O)C=1C(N(N=C(C1)C1=CC=C(C=C1)C)C=1C=NN(C1)C)=O)O)F N-[(2S)-3,3-difluoro-2-hydroxypropyl]-6-(4-methylphenyl)-2-(1-methyl-1H-pyrazol-4-yl)-3-oxo-2,3-dihydropyridazine-4-carboxamide